ClC1=NC=C(C(=C1)N)C1=CN=CN1COCC[Si](C)(C)C 2-chloro-5-(1-((2-(trimethylsilyl)ethoxy)methyl)-1H-imidazol-5-yl)pyridin-4-amine